(3,4-dimethylisoxazolyl)benzenesulfonamide methyl-2-fluoro-3'-methoxy-[1,1'-biphenyl]-4-carboxylate COC(=O)C1=CC(=C(C=C1)C1=CC(=CC=C1)OC)F.CC1=NOC(=C1C)C1=C(C=CC=C1)S(=O)(=O)N